4-(6-(benzenesulfonyl)-2-(trifluoromethyl)imidazo[4,5-d]pyrrolo[2,3-b]pyridine-1(6H)-yl)-1H-pyrazol-1-ylpropionitrile C1(=CC=CC=C1)S(=O)(=O)N1C=CC=2C1=NC=C1C2N(C(=N1)C(F)(F)F)C=1C=NN(C1)C(C#N)C